[Ge].[Si].[Al] aluminum-silicon germanium